ClC=1C=C(C=CC1)C#CC(=O)C=1C=NC=CC1 3-(3-chlorophenyl)-1-(pyridin-3-yl)prop-2-yn-1-one